FC1(C2CN(CC12)C1=NC2=C(C=C(C=C2C(N1C)=O)C)C(C)NC1=C(C(=O)O)C=CC=C1)F 2-[1-[2-(6,6-difluoro-3-azabicyclo[3.1.0]hexan-3-yl)-3,6-dimethyl-4-oxo-quinazolin-8-yl]ethylamino]benzoic acid